ClC1=C(CBr)C=CC=C1Cl 2,3-dichlorobenzyl bromide